N-[[1-[(3S)-3-(1H-1,2,4-Triazol-5-yl)pyrrolidine-1-carbonyl]azetidin-3-yl]methyl]-3-(trifluoromethyl)benzenesulfonamide N1N=CN=C1[C@@H]1CN(CC1)C(=O)N1CC(C1)CNS(=O)(=O)C1=CC(=CC=C1)C(F)(F)F